(4-methylpiperazin-1-yl)(3-(4-phenyl-1H-imidazol-2-yl)-1H-indazol-5-yl)methanone CN1CCN(CC1)C(=O)C=1C=C2C(=NNC2=CC1)C=1NC=C(N1)C1=CC=CC=C1